CC1=CC=C(C=C1)S(=O)(=O)OC1CCC(CC1)CO (1s,4s)-4-(hydroxymethyl)cyclohexyl 4-methylbenzenesulfonate